ClCC(=O)C1=C(NC2=CC=C(C=C12)OC)C 2-chloro-1-(5-methoxy-2-methyl-1H-indol-3-yl)ethan-1-one